(S)-ethyl 8-(2-amino-6-((R)-2,2,2-trifluoro-1-(3'-fluoro-4'-methyl-3-(3-methyl-1H-pyrazol-1-yl)-[1,1'-biphenyl]-4-yl)ethoxy)pyrimidin-4-yl)-2,8-diazaspiro[4.5]decane-3-carboxylate NC1=NC(=CC(=N1)N1CCC2(C[C@H](NC2)C(=O)OCC)CC1)O[C@@H](C(F)(F)F)C1=C(C=C(C=C1)C1=CC(=C(C=C1)C)F)N1N=C(C=C1)C